tert-butyl 1-(2,6-dioxapiperidin-3-yl)-2-oxospiro[indoline-3,3'-pyrrolidine]-1'-carboxylate N1OC(CCO1)N1C(C2(CN(CC2)C(=O)OC(C)(C)C)C2=CC=CC=C12)=O